CC1=C(OCC(=O)N(C=2SC=CN2)C2=CC=CC=C2)C=CC=C1 2-(2-methylphenoxy)-N-phenyl-N-thiazol-2-yl-acetamide